ClC1=C2C(=NC=C1C=1N=C(SC1)N1C(CN(CC1)C(=O)OC(C)(C)C)=O)NC=C2CC tert-butyl 4-(4-(4-chloro-3-ethyl-1H-pyrrolo[2,3-b]pyridin-5-yl)thiazol-2-yl)-3-oxopiperazine-1-carboxylate